benzyl 4-[[1-[1-[4-[5-(1-methylcyclopropoxy)-1-(2-trimethylsilylethoxymethyl)indazol-3-yl]-2-pyridyl]piperidine-4-carbonyl]-4-piperidyl]methyl]piperazine-1-carboxylate CC1(CC1)OC=1C=C2C(=NN(C2=CC1)COCC[Si](C)(C)C)C1=CC(=NC=C1)N1CCC(CC1)C(=O)N1CCC(CC1)CN1CCN(CC1)C(=O)OCC1=CC=CC=C1